2-(trans-4-((4-(1-Isopropyl-1H-pyrazol-4-yl)pyridin-2-yl)((trans-4-(4-methoxy-3-methylphenyl)cyclohexyl)methyl)carbamoyl)cyclohexyl)acetic acid C(C)(C)N1N=CC(=C1)C1=CC(=NC=C1)N(C(=O)[C@@H]1CC[C@H](CC1)CC(=O)O)C[C@@H]1CC[C@H](CC1)C1=CC(=C(C=C1)OC)C